C(CCCCCCCCCCCCC)OC(CCCCC)CCCC 6-decyl tetradecyl ether